FC(C(=O)O)(F)F.ClC1=CC=C(C[C@H]2CO[C@H](CN2C2CCC(CC2)C2=NN(C(=C2)C)C)C2=CC(=NO2)C)C=C1 (2R,5S)-5-(4-chlorobenzyl)-4-(4-(1,5-dimethyl-1H-pyrazol-3-yl)cyclohexyl)-2-(3-methylisoxazol-5-yl)morpholine 2,2,2-trifluoroacetate